(3-amino-6-(cyclopropylsulfonyl)-4,5,6,7-tetrahydropyrazolo[3,4-c]pyridin-2-yl)(6-fluoro-1,2,3,4-tetrahydroquinolin-4-yl)methanone NC=1N(N=C2CN(CCC21)S(=O)(=O)C2CC2)C(=O)C2CCNC1=CC=C(C=C21)F